FC1=C(C=C(C=C1)CCC=1C=C(C(NN1)=O)O)C 6-[2-(4-fluoro-3-methylphenyl)ethyl]-4-hydroxypyridazine-3(2H)-one